6'-((4-methoxybenzyl)thio)-8'-methyl-2'H-spiro[cyclohexane-1,3'-imidazo[1,5-a]pyridine]-1',5'-dione COC1=CC=C(CSC2=CC(=C3N(C2=O)C2(NC3=O)CCCCC2)C)C=C1